biindazol N1=NC(C2=CC=CC=C12)=C1N=NC2=CC=CC=C12